CN1C=2N(CCCCC1=O)C=NC2 1-methyl-3,4,5,6-tetrahydroimidazo[1,5-a][1,3]diazocin-2(1H)-one